C(CC)S(=O)(=O)ON=C(C#N)C1=CC=CC=C1 alpha-(n-propylsulfonyloxyimino)phenylacetonitrile